ClC(CC)N1C(NC2=C1C=CC=C2)=O (1-chloropropyl)-1,3-dihydro-2H-benzimidazol-2-one